FC1=C(C=CC(=C1)F)[C@@](CN1N=CN=C1)([C@@H](C)N)O (2R,3R)-2-(2,4-difluorophenyl)-3-amino-1-(1H-1,2,4-triazol-1-yl)-butane-2-ol